methyl (2R)-2-(benzylamino)-3-[tert-butyl(diphenyl)silyl]oxy-propanoate C(C1=CC=CC=C1)N[C@@H](C(=O)OC)CO[Si](C1=CC=CC=C1)(C1=CC=CC=C1)C(C)(C)C